N-{3-[2-(4-{3-[(3-chloro-2-methoxyphenyl)amino]-4-oxo-1H,5H,6H,7H-pyrrolo[3,2-c]pyridin-2-yl}pyridin-3-yl)ethynyl]oxetan-3-yl}prop-2-enamid ClC=1C(=C(C=CC1)NC1=C(NC2=C1C(NCC2)=O)C2=C(C=NC=C2)C#CC2(COC2)NC(C=C)=O)OC